(R)-α-Methoxy-α-trifluoromethylphenylacetyl chloride CO[C@@](C(=O)Cl)(C(F)(F)F)C1=CC=CC=C1